CC1(CCN(CC1)C1=CN=C2C(=N1)NN=C2N2CC[C@@H](C1=NC=CC=C21)C)CNC(OC(C)(C)C)=O |o1:19| rel-(S)-tert-butyl ((4-methyl-1-(3-(4-methyl-3,4-dihydro-1,5-naphthyridin-1(2H)-yl)-1H-pyrazolo[3,4-b]pyrazin-6-yl)piperidin-4-yl)methyl)carbamate